N-[(3'-{(1R)-1-[(6,7-dimethoxy-2-methylquinazolin-4-yl)amino]-ethyl}biphenyl-4-yl)methyl]-methanesulfonamide COC=1C=C2C(=NC(=NC2=CC1OC)C)N[C@H](C)C=1C=C(C=CC1)C1=CC=C(C=C1)CNS(=O)(=O)C